C(=O)(O)CCP 2-carboxyethyl-(phosphine)